1-(4-bromophenyl)-N-ethyl-2,2-difluoroethylamine BrC1=CC=C(C=C1)C(C(F)F)NCC